C(#N)C1=CC=C2C(=C1)CN(C(C21CCN(CC1)C1CCC(CC1)C(C)C)=O)CCNNS(=O)(=O)N N-(2-(7-cyano-1'-((1s,4s)-4-isopropyl-cyclohexyl)-3-oxo-1H-spiro[isoquinoline-4,4'-piperidin]-2(3H)-yl)ethyl)amino-sulfamide